C[C@H](CCCCC=C)O (R)-oct-7-ene-2-ol